CN1NC(C(N=C1SCC1=C(N2C(CC2SC1)=O)C(=O)O)=O)=O 3-{[(2-methyl-5,6-dioxo-1,2,5,6-tetrahydro-1,2,4-triazin-3-yl)sulfanyl]methyl}-8-oxo-5-thia-1-azabicyclo[4.2.0]oct-2-ene-2-carboxylic acid